methyl 2-(6-bromo-1-oxo-4-((1-(2,2,2-trifluoroethyl)azetidin-3-yl)oxy)phthalazin-2(1H)-yl)acetate BrC=1C=C2C(=NN(C(C2=CC1)=O)CC(=O)OC)OC1CN(C1)CC(F)(F)F